C1(CC1)C=1C(=C(C=CC1)[C@@H](C)NC1=NC(=NC2=CC3=C(C=C12)O[C@H](COCCO3)C)C)F (S)-N-((R)-1-(3-cyclopropyl-2-fluorophenyl)ethyl)-2,7-dimethyl-7,8,10,11-tetrahydro-[1,4,7]trioxonino[2,3-g]quinazolin-4-amine